N-((4bS,9bS)-1-amino-7-((R)-1-cyclopropylethyl)-4b-hydroxy-10-oxo-4b,10-dihydro-9bH-indeno[1,2-b]benzofuran-9b-yl)-1,5-dimethyl-2-oxo-2,3-dihydro-1H-imidazole-4-carboxamide NC1=C2C([C@@]3([C@@](OC4=C3C=CC(=C4)[C@H](C)C4CC4)(C2=CC=C1)O)NC(=O)C=1NC(N(C1C)C)=O)=O